(3R)-3-(4-chlorophenyl)-2-[(1R)-1-(5-chloropyridin-2-yl)-2-hydroxyethyl]-4-fluoro-3-{[1-(hydroxymethyl)cyclopropyl]methoxy}-6-(2-hydroxypropan-2-yl)-2,3-dihydro-1H-isoindol-1-one ClC1=CC=C(C=C1)[C@@]1(N(C(C2=CC(=CC(=C12)F)C(C)(C)O)=O)[C@@H](CO)C1=NC=C(C=C1)Cl)OCC1(CC1)CO